FC(C(=O)O)(F)F.C(C)OC(=O)C=1N=CC2=CC=CC=C2C1 isoquinoline-3-carboxylic acid ethyl ester trifluoroacetate